C(C)(C)N1CC2=C(CC1)N=C(N2)C=2C=C(C(=O)N1CCC(CC1)C1=CC=C(C#N)C=C1)C=CC2C 4-(1-(3-(5-isopropyl-4,5,6,7-tetrahydro-3H-imidazo[4,5-c]pyridin-2-yl)-4-methylbenzoyl)piperidin-4-yl)benzonitrile